ClC=1C=C(C=CC1)NC1(CC1)C(=O)N1[C@@H]2CC([C@H]([C@@H]1C(=O)N[C@@H](C[C@@H]1C(NCCC1)=O)C#N)CC2)(F)F (1S,3R,4S)-2-(1-((3-chlorophenyl)amino)cyclopropane-1-carbonyl)-N-((S)-1-cyano-2-((R)-2-oxopiperidin-3-yl)ethyl)-5,5-difluoro-2-azabicyclo[2.2.2]octane-3-carboxamide